COC(C)(C)OC 2,2-dimethyl-Oxypropane